(5-(2-fluoro-5-iodo-4-methylphenoxy)pentyl)(trifluoromethyl)sulfane FC1=C(OCCCCCSC(F)(F)F)C=C(C(=C1)C)I